1-((4,4-Difluorocyclohexyl)methyl)-3-(1,1-difluoroethyl)-4-methyl-N-(2-(S-methylsulfonimidoyl)pyridin-4-yl)-1H-pyrazole-5-carboxamide FC1(CCC(CC1)CN1N=C(C(=C1C(=O)NC1=CC(=NC=C1)S(=O)(=N)C)C)C(C)(F)F)F